diethoxytetraphenyl-disiloxane C(C)O[Si](O[Si](C1=CC=CC=C1)(C1=CC=CC=C1)C1=CC=CC=C1)(C1=CC=CC=C1)OCC